tert-butyl-3-(4,4,5,5-tetramethyl-1,3,2-dioxaborolan-2-yl)-6,8-dihydro-5H-1,7-naphthyridine C(C)(C)(C)C1=NC=2CNCCC2C=C1B1OC(C(O1)(C)C)(C)C